C(C)N(C(CC1=CNC2=CC=C(C=C12)OC)=O)CC1=C(C=CC=C1)OC N-ethyl-2-(5-methoxy-1H-indol-3-yl)-N-(2-methoxybenzyl)-acetamide